BrCCCC(=O)OCCCCOCCCCCCCCCCCCCCC ((pentadecyloxy)methyl)propyl 4-bromobutanoate